N1C=CC2=CC=C(C=C12)C(=O)[O-] 1H-indole-6-formate